FC(C=1C=C(C=CC1F)C1=CC=C2C(=N1)N(C(N2)=O)C)F 3-(difluoromethyl)-4-fluorophenyl-3-methyl-imidazo[4,5-b]pyridin-2-one